CN(C(=O)C1=NC2=CC(=NC=C2C=C1C=1C=NC(=CC1C)C(CC)=O)NC(OC(C)(C)C)=O)C tert-butyl (2-(dimethylcarbamoyl)-3-(4-methyl-6-propionylpyridin-3-yl)-1,6-naphthyridin-7-yl)carbamate